ClC1=C(C(=CC=C1)C)NC(=O)C1=CN=CS1 N-(2-chloro-6-methylphenyl)thiazole-5-Formamide